(1S)-5-methoxyspiro[indan-2,4'-piperidine]-1-amine hydrochloride Cl.COC=1C=C2CC3(CCNCC3)[C@@H](C2=CC1)N